(2-fluoro-4-(2-fluorophenoxy)phenyl)(4-(((3R)-6-(fluoromethyl)-6-(hydroxymethyl)tetrahydro-2H-pyran-3-yl)amino)-5-methoxy-1H-pyrrolo[2,3-b]pyridin-3-yl)methanone FC1=C(C=CC(=C1)OC1=C(C=CC=C1)F)C(=O)C1=CNC2=NC=C(C(=C21)N[C@H]2COC(CC2)(CO)CF)OC